tert-butyl spiro[indoline-2,3'-oxetane]-1-carboxylate O1CC2(C1)N(C1=CC=CC=C1C2)C(=O)OC(C)(C)C